(1R,3S,4R)-3-acetamido-N-((S)-(2,3-dichloro-6-fluorophenyl)(4-fluorobicyclo[2.2.1]heptan-1-yl)methyl)-4-(methylamino)cyclopentane-1-carboxamide C(C)(=O)N[C@H]1C[C@@H](C[C@H]1NC)C(=O)N[C@@H](C12CCC(CC1)(C2)F)C2=C(C(=CC=C2F)Cl)Cl